(1R,5S,6r)-3-[1-(2,2-difluoroethyl)-1H-pyrazolo[3,4-b]pyrazin-6-yl]-6-({[2-(trifluoromethyl)pyridin-3-yl]oxy}methyl)-3-azabicyclo[3.1.0]hexane FC(CN1N=CC=2C1=NC(=CN2)N2C[C@H]1C([C@H]1C2)COC=2C(=NC=CC2)C(F)(F)F)F